3-decylpentadecyl icosanoate C(CCCCCCCCCCCCCCCCCCC)(=O)OCCC(CCCCCCCCCCCC)CCCCCCCCCC